5,7-Dichlorobenzo[d]thiazol-2-amin ClC=1C=C(C2=C(N=C(S2)N)C1)Cl